FC1=C(C=CC=C1C[C@@H]1N(CC([C@@H]1NS(=O)(=O)C)(F)F)C(=O)C1CC(C1)F)C1=CC(=CC=C1)F N-[(2S,3R)-2-[(2,3'-difluoro[1,1'-biphenyl]-3-yl)methyl]-4,4-difluoro-1-(3-fluoro-cyclobutane-1-carbonyl)pyrrolidin-3-yl]-methanesulfonamide